NC=1C=2N(C(=CN1)OCC)C(=NC2C2=CC=C(C=C2)OC2=CC=CC=C2)C2CCC(CC2)O 4-[8-Amino-5-ethoxy-1-(4-phenoxy-phenyl)-imidazo[1,5-a]pyrazin-3-yl]-cyclohexanol